CN(C(C(F)(F)F)C1=CC(=NC=C1)C(=O)NC1=CC(=C(C=C1)C)C=1C=NC2=CC(=NC=C2C1)NC)C 4-(1-(dimethylamino)-2,2,2-trifluoroethyl)-N-(4-methyl-3-(7-(methylamino)-1,6-naphthyridin-3-yl)phenyl)picolinamide